ClCC([C@H](C[C@H]1C(NCCC1)=O)NC(OC(C)(C)C)=O)=O tert-butyl {(2S)-4-chloro-3-oxo-1-[(3S)-2-oxopiperidin-3-yl]butan-2-yl}carbamate